9-(1-((2-Carbamoyl-6-chloropyridin-3-yl)amino)ethyl)-N,N,4,7-tetramethyl-5-oxo-4,5-dihydroimidazo[1,5-a]quinazoline-3-carboxamide C(N)(=O)C1=NC(=CC=C1NC(C)C=1C=C(C=C2C(N(C=3N(C12)C=NC3C(=O)N(C)C)C)=O)C)Cl